NC1=CC=C(C(=N1)C)OC1=CC(=NC=C1)NC(=O)C1CCN(CC1)C N-(4-((6-amino-2-methylpyridin-3-yl)oxy)pyridin-2-yl)-1-methylpiperidine-4-carboxamide